COC(C1=C(C=CC(=C1)S(=O)(=O)N1C(CCC2=CC(=CC=C12)CC)C1CC1)OCC=1N=NN(C1C)C[Si](C)(C)C)=O 5-((2-cyclopropyl-6-ethyl-3,4-dihydroquinolin-1(2H)-yl)sulfonyl)-2-((5-methyl-1-((trimethylsilyl)methyl)-1H-1,2,3-triazol-4-yl)methoxy)benzoic acid methyl ester